CC(C)NC(=O)O (Propan-2-ylamino)methanoic acid